ClC1=C(C(NC2=C(C(=NC=C12)Cl)F)=O)C#N 4,7-dichloro-8-fluoro-2-oxo-1,2-dihydro-1,6-naphthyridine-3-carbonitrile